(6-((5-chloro-2-((2-methoxy-5-(1-methyl-1H-pyrazol-4-yl)-4-(4-(Piperidin-4-yl)piperazin-1-yl)phenyl)amino)pyrimidin-4-yl)amino)quinoxalin-5-yl)dimethylphosphine oxide hydrochloride Cl.ClC=1C(=NC(=NC1)NC1=C(C=C(C(=C1)C=1C=NN(C1)C)N1CCN(CC1)C1CCNCC1)OC)NC=1C(=C2N=CC=NC2=CC1)P(C)(C)=O